1-β-D-arabinofuranosyl-5-fluorocytosine [C@@H]1([C@@H](O)[C@H](O)[C@H](O1)CO)N1C(=O)N=C(N)C(=C1)F